ClC=1C=C(OC2=CC(=NC=C2)CNC(=O)[C@H]2N(C[C@@H](C2)O)C([C@H](C(C)(C)C)N2N=NC(=C2)C2CC2)=O)C=CC1 (2S,4r)-N-[[4-(3-chlorophenoxy)-2-pyridinyl]methyl]-1-[(2S)-2-(4-cyclopropyltriazol-1-yl)-3,3-dimethyl-butyryl]-4-hydroxy-pyrrolidine-2-carboxamide